Tert-butyl 3-(6-chloropyridin-2-yl)-6,7-dihydropyrazolo[1,5-a]pyrazine-5(4H)-carboxylate ClC1=CC=CC(=N1)C=1C=NN2C1CN(CC2)C(=O)OC(C)(C)C